OC1=C(C=CC=C1)C1CCC(CC1)OCC1=NC=CC=C1NS(=O)(=O)C N-(2-((((1s,4s)-4-(2-hydroxyphenyl)cyclohexyl)oxy)methyl)pyridin-3-yl)methanesulfonamide